C(C)(C)(C)NS(=O)(=O)C=1C=C(C=CC1)NC(C1=C(N=C(C=C1)N1CC(C1)(C(F)(F)F)O)N1CCC2(CC2)CC1)=O N-(3-(N-(tert-butyl)sulfamoyl)phenyl)-6-(3-hydroxy-3-(trifluoromethyl)azetidin-1-yl)-2-(6-azaspiro[2.5]octan-6-yl)nicotinamide